O=C\1NC2=CC=C(C=C2/C1=C(/NC1=CC=C(C=C1)CN1CCCCC1)\C1=CC=CC=C1)NS(=O)(=O)CC (Z)-N-(2-oxo-3-(phenyl-((4-(piperidin-1-ylmethyl)phenyl)amino)methylene)indolin-5-yl)ethanesulfonamide